C(=O)O.NCCC(=O)N1CCN(CC1)C(=O)C1=C(C=C(NC=2C=3N(C=CN2)C(=CN3)C=3C(=NN(C3)CCC#N)C(F)(F)F)C=C1)Cl 3-[4-[8-[4-[4-(3-aminopropanoyl)piperazine-1-carbonyl]-3-chloroanilino]imidazo[1,2-a]pyrazin-3-yl]-3-(trifluoromethyl)pyrazol-1-yl]propanenitrile formate